2-(3-(azetidin-1-ium-1-ylidene)-7-(azetidin-1-yl)-3H-spiro[dibenzo[b,e]siline-5,1'-silinan]-10-yl)-4-carboxy-5-chlorobenzoate TFA salt [O-]C(=O)C(F)(F)F.[N+]1(CCC1)=C1C=CC=2C(=C1)[Si]1(CCCCC1)C1=C(C2C2=C(C(=O)O)C=C(C(=C2)C(=O)O)Cl)C=CC(=C1)N1CCC1